N-(5-cyano-4-(cyclopropylamino)pyridin-2-yl)-1-(6-formyl-5-((4-methyl-2-oxopiperazin-1-yl)methyl)pyridin-2-yl)cyclopropane-1-carboxamide C(#N)C=1C(=CC(=NC1)NC(=O)C1(CC1)C1=NC(=C(C=C1)CN1C(CN(CC1)C)=O)C=O)NC1CC1